trihydroxymethylpropyl trioleate CCCCCCCCCC(=O)OCC(CC)(CO)COC(=O)CCCCCCC